O=C1NC(CCC1NC(C1=NC(=CC=C1)C#CCCNC(C1=NC=C(C=C1)C=1N=CC2=C(C=CC=C2C1)C1=CC(=CC=2NC(C[C@H](NC21)C)=O)CC)=O)=O)=O N-(2,6-Dioxopiperidin-3-yl)-6-(4-(5-(8-((R)-8-ethyl-4-methyl-2-oxo-2,3,4,5-tetrahydro-1H-benzo[b][1,4]diazepin-6-yl)isoquinolin-3-yl)picolinamido)but-1-yn-1-yl)picolinamide